N-[cis-[(4-Chlorophenyl)sulfonyl]-4-(2,5-difluorophenyl)cyclohexyl]-1,1,1-trifluoromethanesulfonamide ClC1=CC=C(C=C1)S(=O)(=O)C1(CCC(CC1)C1=C(C=CC(=C1)F)F)NS(=O)(=O)C(F)(F)F